FC=1C(=C(C=CC1F)C1CCN(CC1)C(=O)C=1C2=C(NN1)CN(C2)C(C(C)C)=O)C(F)(F)F 1-(3-(4-(3,4-difluoro-2-(trifluoromethyl)phenyl)piperidine-1-carbonyl)pyrrolo[3,4-c]pyrazol-5(1H,4H,6H)-yl)-2-methylpropan-1-one